C(#N)[C@H]1N(CSC1)C(CNC(=O)C1=CC=NC2=CC=C(C=C12)[C@H]1OCCOC1)=O |&1:22| N-(2-((R)-4-Cyanothiazolidin-3-yl)-2-oxoethyl)-6-((RS)-1,4-dioxan-2-yl)quinoline-4-carboxamide